ClC1=CC=C(C=C1)C=1C(=NC=NC1C=1C=NN(C1)CC1=CC(=CC=C1)F)N 5-(p-chlorophenyl)-6-{1-[(m-fluorophenyl)methyl]-1H-pyrazol-4-yl}-4-pyrimidinylamine